FC=1C=C(C=CC1C)O 3-fluoro-4-methylphenol